tert-butyl ((1S,3R)-3-(2-(2-fluorophenyl)-6-(5-oxo-4,5-dihydro-1,2,4-oxadiazol-3-yl)-1H-imidazo[4,5-c]pyridin-1-yl)cyclohexyl)carbamate FC1=C(C=CC=C1)C=1N(C2=C(C=NC(=C2)C2=NOC(N2)=O)N1)[C@H]1C[C@H](CCC1)NC(OC(C)(C)C)=O